ClC1=NC=C(C(=N1)OCC1=CC=C(C=C1)C=1N(C=C(N1)C(F)(F)F)C)N 2-chloro-4-[[4-[1-methyl-4-(trifluoromethyl)imidazol-2-yl]phenyl]methoxy]pyrimidin-5-amine